3-Oxooctahydrocyclopenta[c]pyrrole-1-carboxylic acid methyl ester COC(=O)C1NC(C2C1CCC2)=O